C(C)(C)(C)[C@]1(N(CC[C@H]1C(N(C)[C@H](C(=O)OC)C(C)C)=O)C(=O)OC=1C2=C(C3=CC=CC=C3C1C)O2)COCC2=CC=CC=C2 methyl-epoxynaphthol tert-Butyl-trans-2-[(benzyloxy)methyl]-3-{[(2S)-1-methoxy-3-methyl-1-oxobutan-2-yl](methyl)carbamoyl}pyrrolidine-1-carboxylate